C1(=CC=CC=C1)C(N1[C@@H]([C@H](C1)CS(=O)(=O)C)C)C1=CC=CC=C1 (2R,3S)-1-(diphenylmethyl)-3-(methanesulfonylmethyl)-2-methylazetidine